3-(6-(3-fluoropyridin-4-yl)-7-tosyl-7H-pyrrolo[2,3-d]pyrimidin-4-yl)-3,8-diazabicyclo[3.2.1]octane-8-carboxylate FC=1C=NC=CC1C1=CC2=C(N=CN=C2N2CC3CCC(C2)N3C(=O)[O-])N1S(=O)(=O)C1=CC=C(C)C=C1